C(C)OC(=O)[C@@H]1OC[C@H](CO1)NC(C1=CC=CC=C1)C1=CC=CC=C1 (trans)-5-(benzhydrylamino)-1,3-dioxane-2-carboxylic acid ethyl ester